NC(C(=O)O)C[C@@H](C(=O)O)NC(=O)C1=CC=C(NCC2=CN=C3N=C(N)NC(=O)C3=N2)C=C1 aminofolic acid